FC1(CC(C1)(C)CN1N=C(C(=C1C(=O)O)C(F)(F)F)C(C)(C)F)F 1-((3,3-difluoro-1-methylcyclobutyl)methyl)-3-(2-fluoropropan-2-yl)-4-(trifluoromethyl)-1H-pyrazole-5-carboxylic acid